P(=O)(=O)SP(=O)=O.[Cu] copper phosphosulfide